6-methylindolethylamine CC1=CC=C2C=C(NC2=C1)CCN